O[C@@H]1[C@H](C[C@H](CC1)NC(=O)C1=CC(=NN1[C@@H](C)C=1C=C(C=CC1)C)C(=O)NC)C N5-((1S,3S,4S)-4-Hydroxy-3-methylcyclohexyl)-N3-methyl-1-((S)-1-(m-tolyl)ethyl)-1H-pyrazole-3,5-dicarboxamide